C(#N)C=1C=C(SC1)[C@H](NS(=O)C(C)(C)C)C1=CC=CC=C1 N-((R)-(4-cyanothiophen-2-yl)(phenyl)methyl)-2-methylpropan-2-sulfinamide